(3S,4S)-N-(3-(4-methylpiperazin-1-yl)phenyl)-2-((1-methylpiperidin-4-yl)methyl)-1-oxo-3-(4-(trifluoromethyl)phenyl)-1,2,3,4-tetrahydroisoquinoline-4-carboxamide CN1CCN(CC1)C=1C=C(C=CC1)NC(=O)[C@@H]1[C@H](N(C(C2=CC=CC=C12)=O)CC1CCN(CC1)C)C1=CC=C(C=C1)C(F)(F)F